COC(CC1=C(C=CC(=C1)C)OC)=O (2-methoxy-5-methylphenyl)acetic acid methyl ester